C(C)(C)(C)C=1C=C(C=2NC3=CC=C(C=C3C2C1)C(C)(C)C)C1=C2C(=C(N=N1)C1=CC(=CC=C1)C(F)(F)F)SC=C2 4-(3,6-di-tert-butylcarbazolyl)-7-(3-(trifluoromethyl)phenyl)thieno[2,3-d]Pyridazine